The molecule is dianion of dTDP-4-dehydro-6-deoxy-L-mannose arising from deprotonation of both free OH groups of the diphosphate. It has a role as a human metabolite. It is a conjugate base of a dTDP-4-dehydro-6-deoxy-L-mannose. C[C@H]1C(=O)[C@H]([C@H](C(O1)OP(=O)([O-])OP(=O)([O-])OC[C@@H]2[C@H](C[C@@H](O2)N3C=C(C(=O)NC3=O)C)O)O)O